C(C)(C)(C)OC(NNC(=O)[C@@H]1OC[C@@H](C1)NC(=O)[C@]1(CC(=NO1)C1=CC(=CC(=C1)F)F)C=C)=O N-[[cis-4-[[(5S)-3-(3,5-difluorophenyl)-5-vinyl-4H-isoxazole-5-carbonyl]amino]tetrahydrofuran-2-carbonyl]amino]carbamic acid tert-butyl ester